FC1=C(C=CC=C1)NC1=CC=C2C(=NNC2=C1)NC(C1=CC=C(C=C1)O[C@@H]1CN(CCC1)C)=O |o1:26| rel-(S)-N-(6-((2-Fluorophenyl)amino)-1H-indazol-3-yl)-4-((1-methylpiperidin-3-yl)oxy)benzamid